N-(3-methoxybenzyl)-2-(piperidin-1-ylmethyl)-N-(3-(pyrrolidin-1-yl)benzyl)pyridin-4-amine COC=1C=C(CN(C2=CC(=NC=C2)CN2CCCCC2)CC2=CC(=CC=C2)N2CCCC2)C=CC1